2-(2-chlorophenyl)-2-(methylamino)cyclohexan-1-one ClC1=C(C=CC=C1)C1(C(CCCC1)=O)NC